ClC=1C2=C(N=CN1)OC(=C2)C=2C(=NC(=NC2)OC)OC 4-chloro-6-(2,4-dimethoxypyrimidin-5-yl)furo[2,3-d]pyrimidine